C1(CC1)CN1C=CC2=NN(C(C(=C21)C=2C=NC(=CC2)C(F)F)=O)C2=CC=C(C=C2)OC([2H])([2H])[2H] 5-(cyclopropylmethyl)-4-(6-(difluoromethyl)pyridin-3-yl)-2-(4-(methoxy-d3)phenyl)-2,5-dihydro-3H-pyrrolo[3,2-c]pyridazin-3-one